(S)-5-(2-(4-fluorophenyl)thiazol-4-yl)-6-methyl-3,6-dihydro-2H-1,3,4-oxadiazin-2-one FC1=CC=C(C=C1)C=1SC=C(N1)C1=NNC(O[C@H]1C)=O